O[C@@]1([C@@H](CCCC1)NC=1N=NC(=C(N1)C)C1=CC=C2C(C=CS2)=C1O)C 5-(3-(((1R,2S)-2-hydroxy-2-methylcyclohexyl)amino)-5-methyl-1,2,4-triazin-6-yl)benzothiophene-4-ol